7-[3-(4-acetamido-1H-pyrazol-1-yl)azetidin-1-yl]-6-fluoro-4-oxo-1-(1,2,4-thiadiazol-5-yl)-1,4-dihydro-1,8-naphthyridine-3-carboxylic acid C(C)(=O)NC=1C=NN(C1)C1CN(C1)C1=C(C=C2C(C(=CN(C2=N1)C1=NC=NS1)C(=O)O)=O)F